[1,4]Thiazin-6-ylOxazolidin-2-one S1CC=NC=C1N1C(OCC1)=O